N-(2-((2-(dimethylamino)ethyl)(methyl)amino)-5-((4-(1-methyl-1H-indol-3-yl)-7,8-dihydro-5H-pyrano[4,3-d]pyrimidin-2-yl)amino)phenyl)acetamide CN(CCN(C1=C(C=C(C=C1)NC=1N=C(C2=C(N1)CCOC2)C2=CN(C1=CC=CC=C21)C)NC(C)=O)C)C